9-(3-(dibenzo[b,d]furan-2-yl)phenyl)-9H-carbazole C1=C(C=CC=2OC3=C(C21)C=CC=C3)C=3C=C(C=CC3)N3C2=CC=CC=C2C=2C=CC=CC32